7-Bromo-8-fluoroisoquinolin-1-amine BrC1=CC=C2C=CN=C(C2=C1F)N